6-(3,5-Dimethylisoxazol-4-yl)pyridazin-3-amine CC1=NOC(=C1C1=CC=C(N=N1)N)C